ICCC(C(C(C(C(C(C=C)(F)F)(F)F)(F)F)(F)F)(F)F)(F)F 10-iodo-3,3,4,4,5,5,6,6,7,7,8,8-dodecafluoro-1-decene